ClC=1C=C2[C@]3(C(NC2=CC1)=O)[C@H](C3)C(=O)OC |r| Methyl rac-(1R*,2S*)-5'-chloro-2'-oxospiro[cyclopropane-1,3'-indoline]-2-carboxylate